N-{5-[4-(dimethylamino)quinolin-6-yl]-2-methoxyphenyl}prop-2-enamide CN(C1=CC=NC2=CC=C(C=C12)C=1C=CC(=C(C1)NC(C=C)=O)OC)C